5'-iodo-uridine-5'-triphosphate P(O)(=O)(OP(=O)(O)OP(=O)(O)O)OC([C@@H]1[C@H]([C@H]([C@@H](O1)N1C(=O)NC(=O)C=C1)O)O)I